2-(Difluoromethoxy)-6-methoxybenzenesulfonamide FC(OC1=C(C(=CC=C1)OC)S(=O)(=O)N)F